1-ethyl-3-propylpyrrolidinium chloride [Cl-].C(C)[NH+]1CC(CC1)CCC